1-((2,4-dichloropyrimidin-5-yl)methoxy)propan-2-ol ClC1=NC=C(C(=N1)Cl)COCC(C)O